(S)-N-((S)-4-hydroxy-3-oxo-1-((S)-2-oxopyrrolidin-3-yl)butan-2-yl)-2-(9-hydroxy-9H-fluorene-9-carbonyl)-2-azabicyclo[2.2.2]octane-3-carboxamide OCC([C@H](C[C@H]1C(NCC1)=O)NC(=O)[C@H]1N(C2CCC1CC2)C(=O)C2(C1=CC=CC=C1C=1C=CC=CC21)O)=O